((1s,3s)-3-Hydroxy-3-methylcyclobutyl)(6-((1-methyl-1H-indazol-7-yl)methyl)-2-azaspiro[3.3]heptan-2-yl)methanon OC1(CC(C1)C(=O)N1CC2(C1)CC(C2)CC=2C=CC=C1C=NN(C21)C)C